[Cu].[Zr].[Ce] cerium-zirconium-copper